ethylenediamine tetramethylene phosphonate aluminum [Al].P1(OCCCCO1)=O.C(CN)N